CN(C([C@H](CC(=O)O)NC(=O)OCC1C2=CC=CC=C2C=2C=CC=CC12)=O)C (3S)-4-(dimethylamino)-3-(9H-fluoren-9-ylmethoxycarbonyl-amino)-4-oxobutyric acid